ClCC=1N=C(OC1)\C=C\C1=CC=NC=C1 (E)-4-(chloromethyl)-2-(2-(pyridin-4-yl)vinyl)oxazole